C(CCC)[Si](OCC)(OCC)OCC n-butyltriethyloxysilane